C(C)(C)(C)OC(=O)N1CC2=C(CC1)N(C(=N2)C(NC2=C(C(=CC=C2)Br)Cl)=O)C 2-(3-bromo-2-chlorophenyl-carbamoyl)-1-methyl-6,7-dihydro-1H-imidazo[4,5-c]Pyridine-5(4H)-carboxylic acid tert-butyl ester